N1NBCCCCCC1 diazaboronan